COC=1C=C(C=CC1OC)C1=CN=C2N1N=C(C=C2)NC2CCOCC2 3-(3,4-dimethoxy-phenyl)-N-tetrahydropyran-4-yl-imidazo[1,2-b]pyridazin-6-amine